ClCC1=CC(=CC(=C1)F)C(F)F 1-(chloromethyl)-3-(difluoromethyl)-5-fluorobenzene